2-((2-(1-(tetrahydro-2H-pyran-2-yl)-1H-pyrazol-4-yl)-6-(trifluoromethyl)pyridin-4-yl)thio)acetic acid O1C(CCCC1)N1N=CC(=C1)C1=NC(=CC(=C1)SCC(=O)O)C(F)(F)F